6-(2,6-dichloropyridin-4-yl)-4-oxa-7-azaspiro[2.5]octane ClC1=NC(=CC(=C1)C1COC2(CC2)CN1)Cl